N-[2-[bis(carboxymethyl)amino]ethyl]-N-(carboxymethyl)-alanine C(=O)(O)CN(CCN([C@@H](C)C(=O)O)CC(=O)O)CC(=O)O